COC1=CC=C(CN2C(C3=C4C(C(=CC=C24)N2N=CC(=C2C(F)(F)F)C(=O)N)=CC=C3)=C=O)C=C1 1-(1-(4-methoxybenzyl)-2-carbonyl-1,2-dihydrobenzo[cd]indol-6-yl)-5-(trifluoromethyl)-1H-pyrazole-4-carboxamide